2-N-[2-[4-(hydroxymethyl)cyclohexyl]-6-(1-hydroxy-1-methyl-ethyl)indazol-5-yl]pyridine-2-carboxamide OCC1CCC(CC1)N1N=C2C=C(C(=CC2=C1)NC(=O)C1=NC=CC=C1)C(C)(C)O